1-bromo-8-heptyl-13-hexyl-10,10-dimethyl-7,9,11-trioxa-10-silaeicosane BrCCCCCCOC(O[Si](OCC(CCCCCCC)CCCCCC)(C)C)CCCCCCC